ClC1=C(C=CC(=C1)Cl)C(\C=C\C1=CC(=C(C=C1)O)O)=O (E)-1-(2,4-Dichlorophenyl)-3-(3,4-dihydroxyphenyl)prop-2-en-1-one